4,4-diaminooctafluorobiphenyl NC1(C(C(=C(C(=C1F)F)C1=C(C(=C(C(=C1)F)F)F)F)F)F)N